3-(1-cyclohexyl-N-Boc-methylamino)-5-phenylpyridine C1(CCCCC1)CN(C(=O)OC(C)(C)C)C=1C=NC=C(C1)C1=CC=CC=C1